4-chloro-2,2',3',4',6'-pentafluoro-3,5-dinitro-1,1'-biphenyl ClC1=C(C(=C(C=C1[N+](=O)[O-])C1=C(C(=C(C=C1F)F)F)F)F)[N+](=O)[O-]